OC1=CC2=C(N=C(S2)B(O)O)C=C1 6-HYDROXYBENZOTHIAZOLE-2-BORONIC ACID